BrCCO[C@@H](CO)OC (S)-2-(2-bromoethoxy)-2-methoxyethan-1-ol